((2R,3S,4R,5R)-5-(4-aminopyrrolo[2,1-f][1,2,4]triazin-7-yl)-5-cyano-3,4-dihydroxytetrahydrofuran-2-yl)methyl tert-pentyl carbonate C(OC[C@H]1O[C@@]([C@@H]([C@@H]1O)O)(C#N)C1=CC=C2C(=NC=NN21)N)(OC(C)(C)CC)=O